C(C)(C)(C)OC(C(=C)C)=O t-Butyl-methacrylat